NC=1C2=C(C(NN1)=O)N(C=C2C2=CC=C(CNC(C1=C(C=CC(=C1)F)OC)=O)C=C2)[C@H]2CN(CC2)C(C#CC)=O (R)-N-(4-(4-amino-1-(1-(but-2-ynoyl)pyrrolidin-3-yl)-7-oxo-6,7-dihydro-1H-pyrrolo[2,3-d]pyridazin-3-yl)benzyl)-5-fluoro-2-methoxybenzamide